FC1=C2C(N(C(=NC2=CC(=C1F)NCC1COCC1)CSC1CCOCC1)COCC[Si](C)(C)C)=O 5,6-difluoro-7-(tetrahydrofuran-3-ylmethylamino)-2-(tetrahydropyran-4-ylsulfanylmethyl)-3-(2-trimethylsilylethoxymethyl)quinazolin-4-one